FC(C=1C=C(C=C(C1)C(F)(F)F)C1=NC(=C2C(=C3C(=NC(=C3C(=C12)C(F)(F)F)C1=CC(=CC(=C1)C(F)(F)F)C(F)(F)F)C1=CC(=CC(=C1)C(F)(F)F)C(F)(F)F)C(F)(F)F)C1=CC(=CC(=C1)C(F)(F)F)C(F)(F)F)(F)F 1,3,5,7-tetrakis[3,5-bis(trifluoromethyl)phenyl]-4,8-bis(trifluoromethyl)-2,6-diaza-s-indacene